N=1NN=C2C1C=C(C(=C2)O)O 2H-benzotriazole-5,6-diol